(S)-5-((R)-4-fluoro-2-hydroxy-4-methylpentanoyl)-N-((S)-3-oxo-1-((S)-2-oxopyrrolidin-3-yl)-4-(trifluoromethoxy)butan-2-yl)-5-azaspiro[2.4]heptane-6-carboxamide FC(C[C@H](C(=O)N1CC2(CC2)C[C@H]1C(=O)N[C@@H](C[C@H]1C(NCC1)=O)C(COC(F)(F)F)=O)O)(C)C